ClC1=C(C=NNC1=O)N1CC=2N=CN=C(C2CC1)N(C(C)=O)C1=C(C=C(C=C1)F)C(F)(F)F N-(7-(5-chloro-6-oxo-1,6-dihydropyridazin-4-yl)-5,6,7,8-tetrahydropyrido[3,4-d]pyrimidin-4-yl)-N-(4-fluoro-2-(trifluoromethyl)phenyl)acetamide